4-(6-((1-(4-(difluoromethyl)phenyl)-4-methyl-1H-1,2,3-triazol-5-yl)methoxy)-4-methoxypyridazin-3-yl)piperazin-2-one FC(C1=CC=C(C=C1)N1N=NC(=C1COC1=CC(=C(N=N1)N1CC(NCC1)=O)OC)C)F